C(#N)C1=C(C=CC(=C1)C(F)(F)F)N1CCC(CC1)(C(=O)N[C@@H]1CN(CC1)C)C=1C=CC(=NC1)C=1C(=NC=CC1)OCC 1-[2-cyano-4-(trifluoromethyl)phenyl]-4-{2'-ethoxy-[2,3'-bipyridin]-5-yl}-N-[(3S)-1-methylpyrrolidin-3-yl]piperidine-4-carboxamide